C(C)OC(=O)C1=CN(C(C=C1)=O)C1=CC(=CC=C1)N1C(N(CC1)C)=O 1-[3-(3-methyl-2-oxo-imidazolin-1-yl)phenyl]-6-oxo-pyridine-3-carboxylic acid ethyl ester